OC(CC(=O)[O-])C beta-hydroxy-butyrat